C(C1=CC=CC=C1)C1=C(OC(C(=O)OCC)C)C=CC(=C1)C ethyl 2-(2-benzyl-4-methylphenoxy)propanoate